(E)-1-(4-((4-amino-7-methyl-5-(4-phenoxyphenyl)-7H-pyrrolo[2,3-d]pyrimidin-6-yl)ethynyl)azepan-1-yl)-4-(3-fluoroazetidin-1-yl)but-2-en-1-one NC=1C2=C(N=CN1)N(C(=C2C2=CC=C(C=C2)OC2=CC=CC=C2)C#CC2CCN(CCC2)C(\C=C\CN2CC(C2)F)=O)C